COC1=CC=C(CSC2=CC(N(N=C2)C2COC2)=O)C=C1 5-((4-methoxybenzyl)thio)-2-(oxetan-3-yl)pyridazin-3(2H)-one